(1R,3R,5R)-N-((R)-(4-chloro-2,5-difluorophenyl)(3-oxetanyl)methyl)-2-((6-(trifluoromethyl)-2-pyridinyl)carbonyl)-2-azabicyclo[3.1.0]hexane-3-carboxamide ClC1=CC(=C(C=C1F)[C@H](NC(=O)[C@@H]1N([C@@H]2C[C@@H]2C1)C(=O)C1=NC(=CC=C1)C(F)(F)F)C1COC1)F